ClC=1C=CC(=NC1)C(C)C=1C=C2C(=CC=NC2=CC1)C(=O)[O-] 6-(1-(5-chloropyridin-2-yl)ethyl)quinoline-4-carboxylate